2-amino-N'-methyl-N'-(8-((1-methyl-1H-pyrazol-4-yl)ethynyl)-1-oxo-2-phenyl-1,2-dihydroisoquinolin-3-yl)pyrazolo[1,5-a]pyrimidine-3-carboxylic acid hydrazide NC1=NN2C(N=CC=C2)=C1C(=O)NN(C=1N(C(C2=C(C=CC=C2C1)C#CC=1C=NN(C1)C)=O)C1=CC=CC=C1)C